ClC1=C(C2=C(NC3=C(C=C(C(=C23)C#N)F)N(C(OC(C)(C)C)=O)C)N=C1)N1CC[C@@H]2[C@H]1CN(C2)C tert-Butyl N-[3-chloro-5-cyano-6-fluoro-4-[(3aS,6aS)-5-methyl-2,3,3a,4,6,6a-hexahydropyrrolo[2,3-c]pyrrol-1-yl]-9H-pyrido[2,3-b]indol-8-yl]-N-methyl-carbamate